3-cyano-N-(3,3-difluorocyclobutyl)-2-methyl-6-(1-tetrahydropyran-2-ylpyrazol-4-yl)pyrazolo[1,5-a]pyrimidine-7-carboxamide C(#N)C=1C(=NN2C1N=CC(=C2C(=O)NC2CC(C2)(F)F)C=2C=NN(C2)C2OCCCC2)C